CN(C)CC1=C(C=CC=C1)C1=CC=C(S1)C(C)NC=1C2=C(N=C(N1)C)C=NC(=C2)F N-[1-(5-{2-[(dimethylamino)methyl]phenyl}thiophen-2-yl)ethyl]-6-fluoro-2-methylpyrido[3,4-d]pyrimidin-4-amine